The molecule is erythritol in which each of the hydroxy groups has been converted to the corresponding nitrate ester. It is a vasodilator with properties similar to nitroglycerin. It is usually used diluted with lactose or other suitable inert excipients, in order to minimise the risk of explosion; undiluted erythrityl tetranitrate can be exploded by percussion or excessive heat. It has a role as a vasodilator agent and an explosive. It derives from an erythritol. C([C@H]([C@H](CO[N+](=O)[O-])O[N+](=O)[O-])O[N+](=O)[O-])O[N+](=O)[O-]